C1(CC1)C1=C(C(=C2C(=N1)C=CS2)C2=CC=C(C=C2)F)/C=C/[C@H](C[C@H](CC(=O)O)O)O (3R,5S,E)-7-(5-cyclopropyl-7-(4-fluorophenyl)thieno[3,2-b]pyridin-6-yl)-3,5-dihydroxyhept-6-enoic acid